methoxycarbonylmethyl (methyl acetate) CCC(=O)OCC(=O)OC